C1OCC12CC(C2)OC2=C(C=CC=C2)C2CCN(CC2)[C@H]2CC1(CN(C1)C=1OC=NN1)CC2 (R)-2-(6-(4-(2-((2-oxaspiro[3.3]heptan-6-yl)oxy)phenyl)piperidin-1-yl)-2-azaspiro[3.4]octan-2-yl)-1,3,4-oxadiazole